C(C1=CC=CC=C1)NC(=O)C1=CC2=C(N=C(S2)C=2C=NC(=CC2)C)C=C1 N-benzyl-2-(6-methylpyridin-3-yl)benzo[d]thiazole-6-carboxamide